COC1=CC=C(C=C1)CN1CC2(NC1=O)CCC1(OCCO1)CC2 2-[(4-Methoxyphenyl)-methyl]-9,12-dioxa-2,4-diazadispiro[4.2.4^{8}.2^{5}]tetradecan-3-one